(8-(4-(chloromethyl)-2-(methoxymethyl)-1-methyl-6-(trifluoromethyl)-1H-benzo[d]imidazol-5-yl)-1-(hydroxymethyl)indolizin-3-yl)(3,4,5-trifluorophenyl)methanone ClCC1=C(C(=CC=2N(C(=NC21)COC)C)C(F)(F)F)C2=CC=CN1C(=CC(=C21)CO)C(=O)C2=CC(=C(C(=C2)F)F)F